(4-carbamoyl-2-nitrophenyl)carbazole-7-carboxylic acid C(N)(=O)C1=CC(=C(C=C1)C1=CC=CC=2C3=CC=C(C=C3NC12)C(=O)O)[N+](=O)[O-]